ClC1=C(C2=C(SC3=C2N=CN=C3NC3CCC3)N=C1C)C 8-chloro-N-cyclobutyl-7,9-dimethyl-pyrido[3',2':4,5]thieno[3,2-d]pyrimidin-4-amine